N1=C(C=NC=C1)C1=NNC(O1)=S 5-(pyrazine-2-yl)-1,3,4-oxadiazole-2(3H)-thione